FC(COC1=CC(=NC=N1)CNC(=O)NC1CC(C1)C(F)(F)F)(F)F 1-[[6-(2,2,2-trifluoroethoxy)pyrimidin-4-yl]methyl]-3-[(1r,3r)-3-(trifluoromethyl)cyclobutyl]urea